4-fluoro-N-(2-(4-methoxy-1H-indol-3-yl)ethyl)-2-((3,4,5-trimethoxyphenyl)amino)benzamide FC1=CC(=C(C(=O)NCCC2=CNC3=CC=CC(=C23)OC)C=C1)NC1=CC(=C(C(=C1)OC)OC)OC